4-Bromo-2,6-difluoro-benzoyl chloride BrC1=CC(=C(C(=O)Cl)C(=C1)F)F